1-(methylamino)cyclopropanecarbonitrile hydrochloride Cl.CNC1(CC1)C#N